acetamido-4-((7-aminoheptyl)amino)-N-(4-methyl-5-nitrothiazol-2-yl)benzamide C(C)(=O)NC1=C(C(=O)NC=2SC(=C(N2)C)[N+](=O)[O-])C=CC(=C1)NCCCCCCCN